1-(±)-Tert-butyl N-[3-[(4,5-dichloro-1-methyl-indole-2-carbonyl)amino]-3-phenyl-propyl]carbamate ClC1=C2C=C(N(C2=CC=C1Cl)C)C(=O)N[C@H](CCNC(OC(C)(C)C)=O)C1=CC=CC=C1 |r|